2-[(2R,3R,4S,5S,6R)-3,4,5-tris[(3,4-dimethoxyphenyl)methoxy]-6-(4-methoxyphenoxy)tetrahydropyran-2-yl]ethylphosphane COC=1C=C(C=CC1OC)CO[C@@H]1[C@H](O[C@@H]([C@H]([C@H]1OCC1=CC(=C(C=C1)OC)OC)OCC1=CC(=C(C=C1)OC)OC)OC1=CC=C(C=C1)OC)CCP